C(C)[Si](C1=CC=C(S1)C1=NC=CC=C1)(C)C 2-(5-(Ethyldimethylsilyl)thiophen-2-yl)pyridine